FC1(CCC(CC1)C=1C(=CC(=NC1)NC(OC(C)(C)C)=O)OC)F tert-butyl (5-(4,4-difluorocyclohexyl)-4-methoxypyridin-2-yl)carbamate